ethyl-12-oxo-11-phenyl-5,6,7,8,9,12-hexahydrocycloocta[b]quinoline-10-carboxylate C(C)OC(=O)C1=C(C2=C(NC3=CC=CC=C3C2=O)CCCC1)C1=CC=CC=C1